methanesulfonic acid 9-fluoro-3-[2-(1-{[5-methyl-3-(trifluoromethyl)-1H-pyrazol-1-yl] acetyl} piperidin-4-yl)-1,3-thiazol-4-yl]-1,5-dihydro-2,4-benzodiazepine-6-yl ester FC1=CC=C(C2=C1CNC(=NC2)C=2N=C(SC2)C2CCN(CC2)C(CN2N=C(C=C2C)C(F)(F)F)=O)OS(=O)(=O)C